ClC1=C(C=C(C=C1)F)C(C(=O)NC(C)(C)C)N(C(=O)C=1C=C(C=C2C=CC(NC12)=O)[N+](=O)[O-])CC1=CC=C(C=C1)OC N-[1-(2-chloro-5-fluorophenyl)-2-[(2-methylpropan-2-yl)amino]-2-oxoethyl]-N-[(4-methoxyphenyl)methyl]-6-nitro-2-oxo-1H-quinoline-8-carboxamide